1-cyclopropyl-6-fluoro-7-(3-methyl-4-acetylpiperazin-1-yl)-3-(3,4,5-trimethoxycinnamoyl)-8-methoxy-quinolin-4(1H)-one C1(CC1)N1C=C(C(C2=CC(=C(C(=C12)OC)N1CC(N(CC1)C(C)=O)C)F)=O)C(C=CC1=CC(=C(C(=C1)OC)OC)OC)=O